F[C@@H]1C[C@H](N(C1)C(CN1C=C(C2=CC(=CC=C12)C=1C=NC(=NC1)C)C(=O)N)=O)[C@H](CC1=NC(=CC=C1)C)O 1-(2-((2S,4R)-4-fluoro-2-((S)-1-hydroxy-2-(6-methylpyridin-2-yl)ethyl)pyrrolidin-1-yl)-2-oxoethyl)-5-(2-methylpyrimidin-5-yl)-1H-indole-3-carboxamide